4-(3-methyl-3,8-diazabicyclo[3.2.1]octan-8-yl)-1H-benzo[d]imidazole CN1CC2CCC(C1)N2C2=CC=CC=1NC=NC12